(S)-2-(1-propenoyl-pyrrolidin-2-yl)-1-amino-4-(4-((5-methylpyridin-2-yl)carbamoyl)phenyl)-1H-imidazole-5-carboxamide C(C=C)(=O)N1[C@@H](CCC1)C=1N(C(=C(N1)C1=CC=C(C=C1)C(NC1=NC=C(C=C1)C)=O)C(=O)N)N